6-(4-(4-isopropylpiperazin-1-yl)phenyl)-1,2-dimethyl-N-(4-(methylsulfonyl)benzyl)-1H-benzo[d]imidazol-4-amine C(C)(C)N1CCN(CC1)C1=CC=C(C=C1)C=1C=C(C2=C(N(C(=N2)C)C)C1)NCC1=CC=C(C=C1)S(=O)(=O)C